O=C1NC(CCC1N1C(C2=CC=C(C=C2C1=O)CN1CCN(CC1)C1=C(C(=NC=C1)O)F)=O)=O 2-(2,6-dioxopiperidin-3-yl)-5-((4-(3-fluoro-2-hydroxypyridin-4-yl)piperazin-1-yl)methyl)isoindoline-1,3-dione